(trans-3-(3-cyclopropyl-4-(1-methyl-1H-pyrazolo[3,4-c]pyridin-7-yl)-1H-pyrazol-1-yl)cyclobutyl)methylamine C1(CC1)C1=NN(C=C1C=1N=CC=C2C1N(N=C2)C)[C@@H]2C[C@H](C2)CN